CS(=O)(=O)[O-].C(CCCCCCC)[NH+]1CCC(CC1)C 1-Octyl-4-methylpiperidinium methanesulfonate